((2R)-1-(4-nitrophenyl)-4-(4-(trifluoromethyl)phenyl)pyrrolidin-2-yl)methanol [N+](=O)([O-])C1=CC=C(C=C1)N1[C@H](CC(C1)C1=CC=C(C=C1)C(F)(F)F)CO